P1(=O)(OC2=C(C=C(C=C2C(C)(C)C)C(C)(C)C)CC2=C(C(=CC(=C2)C(C)(C)C)C(C)(C)C)O1)[O-] 4,4',6,6'-tetra-t-butyl-2,2'-methylenediphenyl phosphate